4-(4-bromo-3-fluorobenzyl)morpholine BrC1=C(C=C(CN2CCOCC2)C=C1)F